1-[4-chloro-7-(3-chloro-1-isopropyl-1H-indazol-5-yl-methoxy)-2H-chromen-3-ylmethyl]-piperidin ClC1=C(COC2=CC(=CC=C12)OCC=1C=C2C(=NN(C2=CC1)C(C)C)Cl)CN1CCCCC1